6,6-bis(octyloxy)hexanoic acid 4-bromobutyl ester BrCCCCOC(CCCCC(OCCCCCCCC)OCCCCCCCC)=O